1-butyl-1,1,3,3,5,5,7,7,7-nonamethyltetrasiloxane C(CCC)[Si](O[Si](O[Si](O[Si](C)(C)C)(C)C)(C)C)(C)C